Trans-2,2-dichloro-N-(4-chloro-3-(2-(2-methoxyacetyl)hydrazine-1-carbonyl)phenyl)-3-(3,5-dichlorophenyl)cyclopropane-1-carboxamide ClC1([C@H]([C@@H]1C1=CC(=CC(=C1)Cl)Cl)C(=O)NC1=CC(=C(C=C1)Cl)C(=O)NNC(COC)=O)Cl